2-hydroxy-3-methacryloxypropoxypropyl-tris(trimethylsiloxy)silane OC(COCCC[Si](O[Si](C)(C)C)(O[Si](C)(C)C)O[Si](C)(C)C)COC(C(=C)C)=O